Cl.FC=1C=CC(=NC1)CC(=O)N1CCN(CC1)C1=CC=C(C=N1)C=1C=2N(C=C(C1)C1=CC=C(C=C1)N1CCNCC1)N=CC2C#N 4-[6-[4-[2-(5-fluoro-2-pyridyl)acetyl]piperazin-1-yl]-3-pyridyl]-6-(4-piperazin-1-ylphenyl)pyrazolo[1,5-a]pyridine-3-carbonitrile hydrochloride salt